ClC1=NC=CC(=C1NC(CC#N)=O)C N-(2-chloro-4-methyl-3-pyridyl)-2-cyanoacetamide